ammonium zirconium oxide [O-2].[Zr+].[NH4+]